N=NC(=NN)OC1CN(C1)CC1=CC=C(C=C1)C#C[Si](C)(C)C 3-formazanOxy-1-(4-((trimethylsilyl)ethynyl)benzyl)azetidine